Yttrium(II) 2-ethylhexanoate C(C)C(C(=O)[O-])CCCC.[Y+2].C(C)C(C(=O)[O-])CCCC